N-((3S,4R)-3-fluoropiperidin-4-yl)acetamide F[C@H]1CNCC[C@H]1NC(C)=O